4-methylpyrrolidino-propiophenone HCl Cl.CC1CCN(C1)C(C(=O)C1=CC=CC=C1)C